COCOC=1C(=NC=C(C1C)C#C[Si](C)(C)C)C(=O)NCC(=O)OCC ethyl 2-[[3-(methoxymethoxy)-4-methyl-5-(2-trimethylsilylethynyl)pyridine-2-carbonyl]amino]acetate